N,N'-(4-amino-4-(3-(2,2,2-trifluoroacetamido)propyl)heptane-1,7-diyl)bis(2,2,2-trifluoroacetamide) NC(CCCNC(C(F)(F)F)=O)(CCCNC(C(F)(F)F)=O)CCCNC(C(F)(F)F)=O